1-[4-(6,7-dimethoxyquinolin-4-yloxy)-3-fluorophenyl]-3-[(2-methylbenzyl)sulfonyl]urea COC=1C=C2C(=CC=NC2=CC1OC)OC1=C(C=C(C=C1)NC(=O)NS(=O)(=O)CC1=C(C=CC=C1)C)F